tetra-sodium hydroxyethylidene bisphosphonate P(OC(CO)OP([O-])=O)([O-])=O.[Na+].[Na+].[Na+].[Na+].OCC(OP([O-])=O)OP([O-])=O